FC1=C(C2=C(N=C(O2)C=2C=C(C=CC2)C2=C(C=C(C=C2)F)C2=NN=CN2C)C=C1C(=O)OC)C methyl 6-fluoro-2-[4'-fluoro-2'-(4-methyl-1,2,4-triazol-3-yl)-[1,1'-biphenyl]-3-yl]-7-methyl-1,3-benzoxazole-5-carboxylate